BrC=1SC=2CN(CCC2N1)C=1C2=C(N=CN1)OC=C2C 4-(2-Bromo-6,7-dihydrothiazolo[5,4-c]pyridin-5(4H)-yl)-5-methylfuro[2,3-d]pyrimidine